C(C)N1CCC(CC1)C=1N=NC2=CC(=CC(=C2C1)F)C=1C=C(C=2C(N1)=CN(N2)C)OC 3-(1-Ethylpiperidin-4-yl)-5-fluoro-7-(7-methoxy-2-methyl-2H-pyrazolo[4,3-b]pyridin-5-yl)cinnoline